4-(4-mercaptobutyl)benzoic acid SCCCCC1=CC=C(C(=O)O)C=C1